N-(3-carbamoyl-oxacyclopentane-3-yl)-5-(cyclopropylmethoxy)-2-methyl-2H-indazole-3-carboxamide C(N)(=O)C1(COCC1)NC(=O)C=1N(N=C2C=CC(=CC12)OCC1CC1)C